Ethylene Glycol Monomethyl ETHER ACETATE C(C)(=O)OCCOC